C(C)(C)(C)OC(=O)N1CC(C1)C=1N=NC(=CC1)C1=C(C=C(C=C1)C1=CC2=CN(N=C2C(=C1)OC)C)OCOC.C1(=CC=CC2=CC=CC=C12)C1=NNC(C2=CC=CC=C12)=O 4-(1-naphthyl)phthalazinone tert-butyl-3-(6-(4-(7-methoxy-2-methyl-2H-indazol-5-yl)-2-(methoxymethoxy)phenyl)pyridazin-3-yl)azetidine-1-carboxylate